chloromethyl-tri(ethoxy)ethoxysilane ClC[SiH2]OCC(OCC)(OCC)OCC